4,4'-(1,2,4-Triazine-3,6-diyl)bis(1-hexylpyridin-1-ium) diiodide [I-].[I-].N1=NC(=NC=C1C1=CC=[N+](C=C1)CCCCCC)C1=CC=[N+](C=C1)CCCCCC